(S)-3-(3-(1-amino-2,3-dihydro-1H-inden-5-yl)-5-(4-fluoro-1H-pyrazol-1-yl)-3H-imidazo[4,5-b]pyridin-2-yl)pyridin-2-amine N[C@H]1CCC2=CC(=CC=C12)N1C(=NC=2C1=NC(=CC2)N2N=CC(=C2)F)C=2C(=NC=CC2)N